BrCCCCC=CC(CCOCOCOCCC(CC)C=CCCCCBr)CC (3E)-6-bromo-3-hexenylpentyloxymethyl ether